P(=O)(OC1=C(C=CC=C1)Cl)(OC[C@@H](COCCCCCCCCCCCCCCCCCC)OC)O 2-chlorophenyl ((R)-2-methoxy-3-(octadecyloxy)propyl) hydrogen phosphate